4-(2-chloro-6-methoxypyrimidin-4-yl)-2-fluoroBenzonitrile ClC1=NC(=CC(=N1)C1=CC(=C(C#N)C=C1)F)OC